1-(4-(4-((4-((6-(2-hydroxypropan-2-yl)pyridin-2-yl)amino)-5-methylthieno[2,3-d]pyrimidine-2-yl)amino)-1H-pyrazol-1-yl)piperidin-1-yl)ethan-1-one OC(C)(C)C1=CC=CC(=N1)NC=1C2=C(N=C(N1)NC=1C=NN(C1)C1CCN(CC1)C(C)=O)SC=C2C